N-(2,4-dimethoxy-6-((E)-4-methoxystyryl)benzyl)-N-phenylbut-2-enamide COC1=C(CN(C(C=CC)=O)C2=CC=CC=C2)C(=CC(=C1)OC)\C=C\C1=CC=C(C=C1)OC